N-[[6-(2-thiazol-2-ylacetyl)-6-azaspiro[2.5]octan-2-yl]methyl]-1,3-dihydropyrrolo[3,4-c]pyridine-2-carboxamide S1C(=NC=C1)CC(=O)N1CCC2(C(C2)CNC(=O)N2CC=3C=NC=CC3C2)CC1